N(=[N+]=[N-])CCCCCCO[C@H]1[C@@H]([C@H]([C@@H]([C@H](O1)CO)O[C@@H]1O[C@@H]([C@@H]([C@@H]([C@H]1O)O)O)CO)O)O (2s,3r,4s,5r,6r)-2-(((2r,3s,4r,5r,6r)-6-((6-azidohexyl)oxy)-4,5-dihydroxy-2-(hydroxymethyl)tetrahydro-2H-pyran-3-yl)oxy)-6-(hydroxymethyl)tetrahydro-2H-pyran-3,4,5-triol